7-(4-vinyl-phenyl)quino[3,2,1-de]acridine-5,9-dione C(=C)C1=CC=C(C=C1)C=1C=C2C(C=3C=CC=CC3N3C2=C(C1)C(C=1C=CC=CC13)=O)=O